2,4,6-trifluoro-N-methoxy-N-methylbenzamide FC1=C(C(=O)N(C)OC)C(=CC(=C1)F)F